COC1=C(C=CC(=C1)CC=C)O 2-methoxy-4-(prop-2-enyl)phenol